(2R,3S,4aR,7aR)-2-(4-(cyclopentylamino)phenyl)-1-(2-fluoro-6-methylbenzoyl)-N-(1-(1-methylpiperidin-4-yl)-1H-indazol-5-yl)octahydro-1H-cyclopenta[b]pyridine-3-carboxamide C1(CCCC1)NC1=CC=C(C=C1)[C@H]1[C@H](C[C@@H]2[C@H](N1C(C1=C(C=CC=C1C)F)=O)CCC2)C(=O)NC=2C=C1C=NN(C1=CC2)C2CCN(CC2)C